N-{1-[2-({[1-(methanesulfonyl)piperidin-4-yl]methyl}amino)quinolin-4-yl]ethyl}-2-methylbenzamide CS(=O)(=O)N1CCC(CC1)CNC1=NC2=CC=CC=C2C(=C1)C(C)NC(C1=C(C=CC=C1)C)=O